(2S)-2-[[3-(1,3-benzodioxol-5-yl)imidazo[1,2-b]pyridazin-6-yl]amino]-3-methyl-butan-1-ol O1COC2=C1C=CC(=C2)C2=CN=C1N2N=C(C=C1)N[C@H](CO)C(C)C